6-(1-((1,2-dimethyl-1H-imidazol-5-yl)sulfonyl)piperidin-4-yl)-8-fluoro-[1,2,4]triazolo[1,5-a]pyridine CN1C(=NC=C1S(=O)(=O)N1CCC(CC1)C=1C=C(C=2N(C1)N=CN2)F)C